5-bromo-1-(5-methoxy-1,2,3,4-tetrahydronaphthalen-2-yl)pyridin-2-amine BrC=1C=CC(N(C1)C1CC2=CC=CC(=C2CC1)OC)N